NC1=C2C(=NC=N1)N(N=C2)[C@H]2[C@@H]([C@@H]([C@H](C2)CN(C(C)C)C2CC(C2)CCC2=NC1=C(N2)C=CC(=C1)C(C)(C)C)O)O (1R,2S,3R,5R)-3-(4-amino-1H-pyrazolo[3,4-d]pyrimidin-1-yl)-5-(((3-(2-(5-(tert-butyl)-1H-benzo[d]imidazol-2-yl)ethyl)cyclobutyl)(isopropyl)amino)methyl)cyclopentane-1,2-diol